FC([C@H](O)C1=CC=CC=C1)(F)F (R)-2,2,2-trifluoro-1-phenylethan-1-ol